IC1=NN(C2=C1N(C(C=C2)=O)C)S(=O)(=O)C2=CC=C(C=C2)C 3-iodo-4-methyl-1-(4-methylbenzenesulfonyl)-1H,4H,5H-pyrazolo[4,3-b]pyridin-5-one